BrC1=C2CCC(C2=CC=C1)(F)F 4-bromo-1,1-difluoro-2,3-dihydro-1H-indene